2-(4-(5-(((S)-1-((2S,4R)-4-hydroxy-2-((4-(4-methylthiazol-5-yl)benzyl)carbamoyl)pyrrolidin-1-yl)-3,3-dimethyl-1-oxobutan-2-yl)carbamoyl)pyridin-2-yl)piperazin-1-yl)acetic acid O[C@@H]1C[C@H](N(C1)C([C@H](C(C)(C)C)NC(=O)C=1C=CC(=NC1)N1CCN(CC1)CC(=O)O)=O)C(NCC1=CC=C(C=C1)C1=C(N=CS1)C)=O